N-(2-(3-isopropyl-1,4-diazepan-1-yl)-5-methylpyrimidin-4-yl)-1H-indazol-5-amine C(C)(C)C1CN(CCCN1)C1=NC=C(C(=N1)NC=1C=C2C=NNC2=CC1)C